2-((2S,4R)-4-amino-1-(6-methoxyimidazo[1,2-a]pyridine-2-carbonyl)pyrrolidin-2-yl)-N-((S)-6-guanidino-1-(methylamino)-1-oxohexan-2-yl)thiazole-4-carboxamide N[C@@H]1C[C@H](N(C1)C(=O)C=1N=C2N(C=C(C=C2)OC)C1)C=1SC=C(N1)C(=O)N[C@H](C(=O)NC)CCCCNC(=N)N